[Cd].[La] lanthanum-cadmium